2-(2-isopropylphenyl)-7-methyl-9-(4-(1-(piperidin-4-yl)-1H-imidazol-2-yl)benzyl)-7,9-dihydro-8H-purin-8-one C(C)(C)C1=C(C=CC=C1)C1=NC=C2N(C(N(C2=N1)CC1=CC=C(C=C1)C=1N(C=CN1)C1CCNCC1)=O)C